3-ethyl-7-[[4-(4-piperidylmethyl)piperazin-1-yl]methyl]-1H-1,5-naphthyridin C(C)C=1CNC2=CC(=CN=C2C1)CN1CCN(CC1)CC1CCNCC1